C12C3C=CC(C2CC=CC1)C3 tricyclo[4.4.0.12,5]Undeca-3,8-diene